C1(=C(C=CC=C1)C=1C=C2OC3=CC=CC(NC4=CC=CC(S(NC(N1)=N2)(=O)=O)=C4)=C3)C 11-(o-tolyl)-8-oxa-15λ6-thia-2,12,14,21-tetraazatetracyclo[14.3.1.13,7.19,13]docosa-1(19),3(22),4,6,9,11,13(21),16(20),17-nonaene 15,15-dioxide